C1(CC1)N1CCN(CC1)C1CCN(CC1)C1=C(C=C(C(=C1)OC)NC1=NC=NC(=C1)N1OCC[C@@H]1C1=CC(=CC=C1)F)NC(C=C)=O N-(2-(4-(4-cyclopropylpiperazine-1-yl)piperidine-1-yl)-5-((6-((R)-3-(3-fluorophenyl)-isoxazolidine-2-yl)pyrimidine-4-yl)amino)-4-methoxyphenyl)acrylamide